CN([C@@H]1CN2C3=C(C=C(C=C3C1)F)C(=C2)C=2C=C(C#N)C=CC2)C (S)-3-(5-(dimethylamino)-8-fluoro-5,6-dihydro-4H-pyrrolo[3,2,1-ij]quinolin-1-yl)benzonitrile